8-octylcarbonate CCCCCCCCOC([O-])=O